(R)-3-(4-(4-(1-((S)-1-cyclopropylbut-2-yl)-1H-pyrazol-4-yl)pyrazolo[1,5-a]pyrazin-6-yl)-1H-pyrazol-1-yl)propane-1,2-diol C1(CC1)C[C@H](CC)N1N=CC(=C1)C=1C=2N(C=C(N1)C=1C=NN(C1)C[C@H](CO)O)N=CC2